N-[(1-methyl-5-nitro-pyrazol-4-yl)methyl]-N-[7-morpholino-5-[4-(pyrimidin-2-ylamino)cyclohexoxy]-1,6-naphthyridin-3-yl]methanesulfonamide CN1N=CC(=C1[N+](=O)[O-])CN(S(=O)(=O)C)C=1C=NC2=CC(=NC(=C2C1)OC1CCC(CC1)NC1=NC=CC=N1)N1CCOCC1